ClC1=C(C=CC=C1Cl)[C@@H](C)C1=C(C=CC2=C1NC(=NS2(=O)=O)NCC2=C(C(=CC=C2)F)C)F (S)-5-(1-(2,3-dichlorophenyl)ethyl)-6-fluoro-3-((3-fluoro-2-methylbenzyl)amino)-4H-benzo[e][1,2,4]thiadiazine 1,1-dioxide